(-)-N-cis-2-Hydroxycyclobutyl-3-oxo-2-(pyridin-3-yl)-6-[4-(trifluoromethyl)phenyl]-2,3-dihydropyridazine-4-carboxamide OC1C(CC1)C1=C(C(N(N=C1C1=CC=C(C=C1)C(F)(F)F)C=1C=NC=CC1)=O)C(=O)N